2-methoxy-4-(3-oxobutyl)phenyl formate C(=O)OC1=C(C=C(C=C1)CCC(C)=O)OC